2-tert-butyl 6-[[2-(2,2,2-trifluoroethyl)-5-(trifluoromethyl)pyrazol-3-yl]methyl]-2-azaspiro[3.3]heptane-2-carboxylate FC(CN1N=C(C=C1CC1CC2(CN(C2)C(=O)OC(C)(C)C)C1)C(F)(F)F)(F)F